CC(C)C[C@@H](C(=O)N[C@@H](C(C)C)C(=O)N[C@@H](CO)C(=O)O)N The molecule is a tripeptide composed of L-leucine, L-valine and L-serine joined in sequence by peptide linkages. It has a role as a metabolite. It derives from a L-leucine, a L-valine and a L-serine.